2-methoxyethyl (3E)-2,2-dimethyl-3-{3-[6-(methylamino)pyridin-2-yl]prop-2-yn-1-ylidene}pyrrolidine-1-carboxylate CC/1(N(CC\C1=C/C#CC1=NC(=CC=C1)NC)C(=O)OCCOC)C